C=1PC=C2C=CC=CC12 isophosphindole